ClC=1C=C(C=CC1C1CC1)C=1C=C2CCC(C2=CC1)N1CC(CC1)(O)C 1-(5-(3-chloro-4-cyclopropylphenyl)-2,3-dihydro-1H-inden-1-yl)-3-methylpyrrolidin-3-ol